methyl 2-amino-3-cyclohexylpropionate hydrochloride Cl.NC(C(=O)OC)CC1CCCCC1